OC(CN1CCCCC1)C=1SC(=C(N1)C(F)(F)F)C(=O)NC(C)C1=CC(=CC=C1)OC(F)(F)F 2-[1-hydroxy-2-(1-piperidinyl)ethyl]-N-[1-[3-(trifluoromethoxy)phenyl]ethyl]-4-(trifluoromethyl)-5-thiazolecarboxamide